NC[C@@]1([C@@H]2CCN(C[C@H]12)C1=CN=C2C(=N1)NN=C2C2=C1CCNC(C1=CC=C2)=O)C2=C(C=CC=C2)F 5-(6-((1S,6R,7R)-7-(aminomethyl)-7-(2-fluorophenyl)-3-azabicyclo[4.1.0]heptan-3-yl)-1H-pyrazolo[3,4-b]pyrazin-3-yl)-3,4-dihydroisoquinolin-1(2H)-one